6-bromo-N-(1-methyl-1H-1,2,4-triazol-3-yl)-8,9-dihydroimidazo[1',2':1,6]pyrido[2,3-d]pyrimidin-2-amine BrC1=CC2=C(N=C(N=C2)NC2=NN(C=N2)C)N2C1=NCC2